heptyl 3-ethyl-14-hexyl-7-(3-((2-hexyloctanoyl) oxy)propyl)-12-oxo-11,13-dioxa-3,7-diazanonadecane-19-oate C(C)N(CC)CCCN(CCCOC(OC(CCCCC(=O)OCCCCCCC)CCCCCC)=O)CCCOC(C(CCCCCC)CCCCCC)=O